C(C=C)(=O)N1C[C@@H](N(CC1)C=1C2=C(N(C(N1)=O)C=1C(=NC=CC1C(C)C)S(=O)(=O)C)N=C(C(=C2)F)C2=C(C=CC=C2OC)F)C 4-((S)-4-acryloyl-2-methylpiperazin-1-yl)-6-fluoro-7-(2-fluoro-6-methoxyphenyl)-1-(4-isopropyl-2-(methylsulfonyl)pyridin-3-yl)pyridino[2,3-d]pyrimidin-2(1H)-one